1-chloro-3-dodecyloxypropan-2-ol ClCC(COCCCCCCCCCCCC)O